C=1N=CN2C1C1=CC=CC=C1C2C2CCCC(C2O)(C)C 6-(5H-imidazo[5,1-a]isoindol-5-yl)-2,2-dimethylcyclohexan-1-ol